1,3-dihydroxypropan-2-yl nonanoate C(CCCCCCCC)(=O)OC(CO)CO